FC1=C(C=CC(=C1C(=O)C=1C=C2N=CC=NC2=CC1)F)NC(C1=CC(=CC=C1)F)=O N-(2,4-difluoro-3-(quinoxaline-6-carbonyl)phenyl)-3-fluorobenzamide